FC=1C(=CC=2C3=C(N=C(C2C1)OCCNC(OCC1=CC=CC=C1)=O)COC[C@H]3N(C)[C@H](C)C3=CC=C(C=C3)OC)F Benzyl (2-(((S)-8,9-difluoro-1-(((R)-1-(4-methoxyphenyl)ethyl)(methyl)amino)-1,4-dihydro-2H-pyrano[3,4-c]isoquinolin-6-yl)oxy)ethyl)carbamate